NC1=C2C(=NC=N1)N(N=C2)C(C)C=2OC1=CC=CC=C1C(C2C2=CC=CC=C2)=O 2-(1-(4-Amino-1H-pyrazolo[3,4-d]pyrimidin-1-yl)ethyl)-3-phenyl-4H-chromen-4-one